ClC=1C=C(C(=NC1)N1C(C(N(C(C1)=O)CC1=CC=C(C=C1)C(F)(F)F)C1COC1)=O)F 1-(5-chloro-3-fluoropyridin-2-yl)-3-(oxetan-3-yl)-4-(4-(trifluoromethyl)benzyl)piperazine-2,5-dione